ε-N-methyllysine CNCCCC[C@@H](C(=O)O)N